3-(6-(1-(((S)-3,3-dimethylpiperidin-4-yl)methyl)piperidin-4-yl)-7-fluoro-1-methyl-1H-indazol-3-yl)piperidine-2,6-dione CC1(CNCC[C@@H]1CN1CCC(CC1)C1=CC=C2C(=NN(C2=C1F)C)C1C(NC(CC1)=O)=O)C